1-(tert-butoxycarbonyl)-2-methyl-L-proline C(C)(C)(C)OC(=O)N1[C@@](CCC1)(C(=O)O)C